(1R,5S,6R)-N-(7-chloro-6-(1-((3S,4S)-4-hydroxy-3-methyltetrahydrofuran-3-yl)piperidin-4-yl)isoquinolin-3-yl)-2-(dimethylamino)bicyclo[3.1.0]hexane-6-carboxamide ClC1=C(C=C2C=C(N=CC2=C1)NC(=O)[C@@H]1[C@H]2CCC([C@@H]12)N(C)C)C1CCN(CC1)[C@]1(COC[C@H]1O)C